S(N)(OC1=CC=C2C(=C1)CN(C(C21CCN(CC1)C1CCC(CC1)C(C)C)=O)CCNS(N)(=O)=O)(=O)=O 1'-((1s,4s)-4-isopropyl-cyclohexyl)-3-oxo-2-(2-(sulfamoyl-amino)ethyl)-2,3-dihydro-1H-spiro[isoquinoline-4,4'-piperidin]-7-yl sulfamate